C[N+](C)(C)CC1=CC=CC=C1 N,N,N-trimethylbenzylammonium